(Z)-1-(3-(5-(dimethylamino)-4-fluoro-2-isopropylphenyl)-4-oxothiazolidin-2-ylidene)-3-(2-fluoro-4-(5-(4-(trifluoromethoxy)phenyl)-1,3,4-oxadiazol-2-yl)phenyl)urea CN(C=1C(=CC(=C(C1)N1/C(/SCC1=O)=N/C(=O)NC1=C(C=C(C=C1)C=1OC(=NN1)C1=CC=C(C=C1)OC(F)(F)F)F)C(C)C)F)C